N1(CCC1)C=1C=CC=2N(N1)C(=C(N2)C2=C(C=CC=C2)F)C(=O)N[C@@H]2C(NC1=C(C(=N2)C2=CC=CC=C2)C=CC=C1F)=O 6-(Azetidin-1-yl)-N-[(3S)-9-fluoro-2-oxo-5-phenyl-1,3-dihydro-1,4-benzodiazepin-3-yl]-2-(2-fluorophenyl)imidazo[1,2-b]pyridazine-3-carboxamide